BrC=1C=NN2C1C=CC(=C2)NC(CCNS(=O)(=O)C)=O N-(3-bromopyrazolo[1,5-a]pyridin-6-yl)-3-(methanesulfonamido)propanamide